COC(N(C[C@H]1NCCC1)C1(CC1)C1=CC(=C(C=C1)F)OC(F)(F)F)=O.FC1=CC(=CC(=C1)C(F)(F)F)[N+](=O)[O-] 1-fluoro-3-nitro-5-(trifluoromethyl)benzene Methyl-(S)-(1-(4-fluoro-3-(trifluoromethoxy)phenyl)cyclopropyl)(pyrrolidin-2-ylmethyl)carbamate